C(C)(C)[C@@H]1[C@H](C1)C(=O)O (1S,2R)-2-isopropylcyclopropane-1-Carboxylic acid